C(C1=CC=CC=C1)OC1=NC=NC(=C1OCC1=CC=CC=C1)Cl 4,5-dibenzyloxy-6-chloropyrimidine